ClC=1C=CC(=C(C1)S(=O)(=O)NC1=CC=C(C=C1)C1=NC(=C2C(=N1)NN=C2C)NCCN(C)CCO)F 5-chloro-2-fluoro-N-{4-[4-({2-[(2-hydroxyethyl)(methyl)amino]ethyl}amino)-3-methyl-1H-pyrazolo[3,4-d]pyrimidin-6-yl]phenyl}benzenesulfonamide